6-methyl-5-nitro-1H-indazole CC1=C(C=C2C=NNC2=C1)[N+](=O)[O-]